4-((3-bromobenzyl)oxy)-3,3-difluoro-1-methylpiperidine BrC=1C=C(COC2C(CN(CC2)C)(F)F)C=CC1